CC1CC(CC(C1)(C)C)N1CCCC1 N-(3,5,5-trimethylcyclohexyl)pyrrolidine